C1NCCC12COCCC2 7-Oxa-2-aza-spiro[4.5]decane